NC=1C=C2C(N(C(C2=CC1)=O)CCC[C@@H](C(=O)OC)NC(C1=CC=C(C=C1)N(C)CC=1N=C2C(=NC(=NC2=NC1)N)N)=O)=O Methyl (S)-5-(5-amino-1,3-dioxoisoindolin-2-yl)-2-(4-(((2,4-diaminopteridin-6-yl)methyl)(methyl)-amino)benzamido)pentanoate